zirconium titanium copper niobium aluminum [Al].[Nb].[Cu].[Ti].[Zr]